(R)-4-((1-(benzofuran-5-yl)propan-2-yl)amino)-4-oxobutyl nitrate [N+](=O)(OCCCC(=O)N[C@@H](CC=1C=CC2=C(C=CO2)C1)C)[O-]